C(#CC)O[C@H]1[C@@H](O[C@@H]([C@H]1O)CO)N1C=NC=2C(=O)NC(N)=NC12 2'-O-propynyl-guanosine